CC12C(CCC1)O2 1-methyl-1,2-epoxycyclopentane